1-oxa-7-azaspiro[4.4]nonan O1CCCC12CNCC2